(3-(trimethylsilyl)propyl)propan-1-imine C[Si](CCCC(CC)=N)(C)C